benzalmalonate (benzylidene malonate) C(C1=CC=CC=C1)=C(C(=O)O)C(=O)O.C(C1=CC=CC=C1)=C(C(=O)O)C(=O)O